FC1=C(C(=C(C2=C(C(=C(C(=C12)F)F)F)F)F)F)[B-](C1=C(C2=C(C(=C(C(=C2C(=C1F)F)F)F)F)F)F)(C1=C(C2=C(C(=C(C(=C2C(=C1F)F)F)F)F)F)F)C1=C(C2=C(C(=C(C(=C2C(=C1F)F)F)F)F)F)F.C[NH+](C1=CC=C(C=C1)CCCCCCCCCCCCCCCCCCC)CCCCCCCCCCCC N-methyl-4-nonadecyl-N-dodecylanilinium tetrakis(perfluoronaphthalen-2-yl)borate